6-[4-[3-[4-(5-Hydroxypyridin-3-yl)pyrazol-1-yl]-5-(trifluoromethyl)benzoyl]piperazin-1-yl]-N-(3,3,3-trifluoropropylsulfonyl)pyridazine-3-carboxamide OC=1C=C(C=NC1)C=1C=NN(C1)C=1C=C(C(=O)N2CCN(CC2)C2=CC=C(N=N2)C(=O)NS(=O)(=O)CCC(F)(F)F)C=C(C1)C(F)(F)F